NC(CC[Si](OCCCCCCCCCCCC)(OCCCCCCCCCCCC)OCCCCCCCCCCCC)C 3-aminobutyl-(tridodecyloxysilane)